1-amino-9,10-dihydro-4-[[(4-methylphenyl)sulfonyl]amino]-anthraquinone-2-sulfonic acid NC1=C(C=C(C=2C(C3=CC=CC=C3C(C12)=O)=O)NS(=O)(=O)C1=CC=C(C=C1)C)S(=O)(=O)O